[N+](#[C-])CCC1=CC(=C(C=C1)O[Si](C)(C)C(C)(C)C)O[Si](C)(C)C(C)(C)C ((4-(2-isocyanoethyl)-1,2-phenylene)bis(oxy))bis(tert-butyldimethylsilane)